N-(cyanomethyl)-4-(2-((1-(1-(1-fluorocyclopropane-1-carbonyl)piperidin-4-yl)-1H-pyrazol-4-yl)amino)-5-methylpyrimidin-4-yl)benzamide C(#N)CNC(C1=CC=C(C=C1)C1=NC(=NC=C1C)NC=1C=NN(C1)C1CCN(CC1)C(=O)C1(CC1)F)=O